C12=NC=3SC=CC3C(C2CCN1)=O 4-thia-2,12-diazatricyclo[7.3.0.03,7]dodeca-1,3(7),5-trien-8-on